N1(CCCCC1)C=1OC2=C(N1)C=CC(=C2)[N+](=O)[O-] 2-(piperidin-1-yl)-6-nitrobenzo[d]oxazole